N-tetradecyl-2-(3,4,5-tri-(t-butylcarbonyloxy)-phenyl)-3,5,7-tri-(t-butylcarbonyloxy)-quinolin-4-one C(CCCCCCCCCCCCC)N1C(=C(C(C2=C(C=C(C=C12)OC(=O)C(C)(C)C)OC(=O)C(C)(C)C)=O)OC(=O)C(C)(C)C)C1=CC(=C(C(=C1)OC(=O)C(C)(C)C)OC(=O)C(C)(C)C)OC(=O)C(C)(C)C